1-(4-bromophenyl)-2-acetamidopropene BrC1=CC=C(C=C1)C=C(C)NC(C)=O